ClC=1C=C(C=CC1F)NC(N(CC1=NN=C2N1CCOCC2)C=2C=NC(=CC2)OC)=O (3-Chloro-4-fluorophenyl)-1-(6-methoxypyridin-3-yl)-1-((5,6,8,9-tetrahydro-[1,2,4]triazolo[4,3-d][1,4]oxazepin-3-yl)methyl)urea